FC(OC1=CC=C(C(=O)N2C3N(C(CC2)=O)C(C(N(C3)CCO)=O)C)C=C1)F 1-(4-(difluoromethoxy)benzoyl)-8-(2-hydroxyethyl)-6-methylhexahydro-4H-pyrazino[1,2-a]pyrimidine-4,7(6H)-dione